4-((5-cyclopropyl-3-isopropylpyrazolo[1,5-a]pyrimidin-7-yl)amino)piperidine-1-carboxylic acid (E)-(1-(4-(dimethylamino)but-2-enoyl)-3-fluoroazetidin-3-yl)methyl ester CN(C/C=C/C(=O)N1CC(C1)(F)COC(=O)N1CCC(CC1)NC1=CC(=NC=2N1N=CC2C(C)C)C2CC2)C